ClC=1C(=C2CCCCN2C1C(C(=O)NC(CO)(C)C)=O)C(=O)NC=1C=NC(=C(C1)C)F 2-chloro-N-(6-fluoro-5-methylpyridin-3-yl)-3-(2-((1-hydroxy-2-methylpropan-2-yl)amino)-2-oxoacetyl)-5,6,7,8-tetrahydroindolizine-1-carboxamide